C(C)O[C@H]1C[C@@H](N(CC1)C1CCSC2=C1C=1C=CNC1C(=C2)C)C2=CC=C(C(=O)O)C=C2 4-((2r,4r)-4-ethoxy-1-(4-methyl-3,7,8,9-tetrahydrothiopyrano[3,2-e]indol-9-yl)piperidin-2-yl)benzoic acid